BrC=1C(=NC(=NC1)Cl)NC1=CC2=C(CCO2)C=C1NS(=O)(=O)C N-(6-((5-bromo-2-chloropyrimidin-4-yl)amino)-2,3-dihydrobenzofuran-5-yl)methanesulfonamide